FC1=CC=C(C=C1)N1N=NC(=C1COC1=CC=C2C(=N1)CN(C2)C(C(C)(C)C)=O)C 1-(2-{[1-(4-fluorophenyl)-4-methyl-1H-1,2,3-triazol-5-yl]methoxy}-5H,6H,7H-pyrrolo[3,4-b]pyridin-6-yl)-2,2-dimethylpropan-1-one